[Si](C)(C)(C(C)(C)C)OC(C(=O)NCC(C=C)O)[C@H]1CN(CCO1)C(=O)OC(C)(C)C tert-butyl (2R)-2-(1-((tert-butyldimethylsilyl)oxy)-2-((2-hydroxybut-3-en-1-yl)amino)-2-oxoethyl)morpholine-4-carboxylate